1-((4-(6-isopropyl-5-(1-methyl-1H-pyrrolo[2,3-b]pyridin-3-yl)-4H-pyrrolo[3,2-d]thiazol-2-yl)cyclohexyl)amino)-2-methylpropan-2-ol C(C)(C)C1=C(NC2=C1N=C(S2)C2CCC(CC2)NCC(C)(O)C)C2=CN(C1=NC=CC=C12)C